1-(pyridin-3-yl)azetidin N1=CC(=CC=C1)N1CCC1